ClC=1C(=CC2=C(C(=NCC3=C2N=CN=C3)C3=C(C=CC=C3)F)C1)Cl 9,10-Dichloro-7-(2-fluoro-phenyl)-5H-benzo[c]pyrimido[4,5-e]azepin